1,2-di(behenyl)-sn-glycerol C(CCCCCCCCCCCCCCCCCCCCC)OC[C@@H](OCCCCCCCCCCCCCCCCCCCCCC)CO